Ethyl (R)-2-ethyl-4,7,9-trimethyl-3,8-dioxo-2-azaspiro[4.5]deca-6,9-diene-4-carboxylate C(C)N1CC2([C@](C1=O)(C(=O)OCC)C)C=C(C(C(=C2)C)=O)C